tert-butyl 4-(2-fluoro-6-methoxyphenyl)piperazine-1-carboxylate FC1=C(C(=CC=C1)OC)N1CCN(CC1)C(=O)OC(C)(C)C